[2-methyl-4-(methylsulfanyl)pyridine-3-yl]methanol CC1=NC=CC(=C1CO)SC